COC(=O)C1N(CC(C1)O)C(=O)OCC1=CC=CC=C1 4-hydroxypyrrolidine-1,2-dicarboxylic acid 1-benzyl ester 2-methyl ester